C1(=CC=CC=C1)P(=O)(C1=CC=CC=C1)CNC1=CC=2C(C3=CC=CC=C3C2C=C1)(C1=CC=CC=C1)C1=CC=CC=C1 N-[(diphenyl-phosphoryl)methyl]-9,9-diphenyl-9H-fluoren-2-amine